4-(7-fluoro-1-(4-(trifluoromethyl)phenyl)-1H-indazol-3-yl)-1-((4-(methylamino)pyrimidin-2-yl)methyl)pyridin-2(1H)-one FC=1C=CC=C2C(=NN(C12)C1=CC=C(C=C1)C(F)(F)F)C1=CC(N(C=C1)CC1=NC=CC(=N1)NC)=O